C(CC(C)OC1=CC(=C(C(=O)O)C=C1F)NC(=O)C=1N=NC(=CC1)N1C=NC=C1)OC1=CC(=C(C(=O)O)C=C1F)NC(=O)C=1N=NC(=CC1)N1C=NC=C1 4,4'-(butane-1,3-diylbis(oxy))bis(2-(6-(1H-imidazol-1-yl)pyridazine-3-carboxamido)-5-fluorobenzoic acid)